N-(5-chloro-3-fluoropyridin-2-yl)-6-methoxy-1H-indole-3-sulfonamide ClC=1C=C(C(=NC1)NS(=O)(=O)C1=CNC2=CC(=CC=C12)OC)F